methyl 3-(benzyloxy)-4,5-dihydroxybenzoate C(C1=CC=CC=C1)OC=1C=C(C(=O)OC)C=C(C1O)O